BrC1=NC2=CC=CC=C2N=C1OC1=C(C(=C(C=C1)F)F)C 2-bromo-3-(3,4-difluoro-2-methyl-phenoxy)quinoxaline